C[C@@H]1CN(C[C@@H](O1)CN1CCN(CC1)C1=NC(=NC(=C1)C)N1CCNCC1)C1=C2N=CC=NC2=C(C=C1)C(F)(F)F (2R,6S)-2-methyl-6-[[4-(6-methyl-2-piperazin-1-yl-pyrimidin-4-yl)piperazin-1-yl]methyl]-4-[8-(trifluoromethyl)quinoxalin-5-yl]morpholine